Leucine Nitrate [N+](=O)(O)[O-].N[C@@H](CC(C)C)C(=O)O